dodecyl (methacrylate) C(C(=C)C)(=O)OCCCCCCCCCCCC